ClC1=CC=C(C=C1)C1=CC=C(N=N1)NC(CCC(=O)N1C=2N(CCC1)N=C(C2)C)=O N-[6-(4-chlorophenyl)pyridazin-3-yl]-4-{2-methyl-5H,6H,7H-pyrazolo[1,5-a]pyrimidin-4-yl}-4-oxobutanamide